(±)-3-(6-methoxypyridin-3-yl)-3-(4-(4-(5,6,7,8-tetrahydro-1,8-naphthyridin-2-yl)butyl)-1H-pyrazol-1-yl)propionic acid COC1=CC=C(C=N1)[C@@H](CC(=O)O)N1N=CC(=C1)CCCCC1=NC=2NCCCC2C=C1 |r|